FC(CCN1N=NC(=C1)C(=O)NCC1=NC(=CC=C1)C(F)(F)F)CN1N=NC(=C1)NC(CC1=CC(=CC=C1)OC(F)(F)F)=O 3-fluoro-4-(4-{2-[3-(trifluoromethoxy)phenyl]acetamido}-1H-1,2,3-triazol-1-yl)butyl-N-{[6-(trifluoromethyl)pyridin-2-yl]methyl}-1H-1,2,3-triazole-4-carboxamide